N-((S)-1-((4-(N-((R)-sec-butyl)sulfamoyl)phenyl)amino)-1-oxo-3-phenylpropan-2-yl)-4-fluorobenzamide [C@@H](C)(CC)NS(=O)(=O)C1=CC=C(C=C1)NC([C@H](CC1=CC=CC=C1)NC(C1=CC=C(C=C1)F)=O)=O